(2R)-2-(4,5-dichloro-6-oxo-pyridazin-1-yl)-N-[4-methyl-3-(2-phenylethylsulfamoyl)phenyl]propanamide ClC=1C=NN(C(C1Cl)=O)[C@@H](C(=O)NC1=CC(=C(C=C1)C)S(NCCC1=CC=CC=C1)(=O)=O)C